3-azabicyclo[3.1.0]hexane-6-carboxylic acid ethyl ester C(C)OC(=O)C1C2CNCC12